ClC=1C=NN(C(C1Cl)=O)CC(=O)NC1=CC(=C(C=C1)C)S(N[C@H]1[C@@H](C1)C1=CC=CC=C1)(=O)=O |r| Trans-rac-2-(4,5-dichloro-6-oxo-pyridazin-1-yl)-N-[4-methyl-3-[(2-phenylcyclopropyl)sulfamoyl]phenyl]acetamide